BrC1=CC(=C(C=C1)S(=O)(=O)N1CCN(CC1)C(\C=C\C1=CC(=C(C=C1)O)OC)=O)F (E)-1-(4-((4-bromo-2-fluorophenyl)sulfonyl)piperazin-1-yl)-3-(4-hydroxy-3-methoxyphenyl)prop-2-en-1-one